2-isopropyl-4-[[5-(2-oxo-3H-imidazo[4,5-c]pyridin-1-yl)-2-pyridinyl]oxy]benzonitrile C(C)(C)C1=C(C#N)C=CC(=C1)OC1=NC=C(C=C1)N1C(NC=2C=NC=CC21)=O